C(C)(C)N1C(=NC=C1)CCCS(=O)(=O)O 1-isopropyl-imidazolepropanesulfonic acid